OC(CN(CCCCCCN(CCN1CCN(CC1)CCCCCCN(CC(CCCCCCCCCC)O)CC(CCCCCCCCCC)O)CC(CCCCCCCCCC)O)CC(CCCCCCCCCC)O)CCCCCCCCCC 1,1'-((6-(4-(2-((6-(bis(2-hydroxydodecyl)amino)hexyl)(2-hydroxydodecyl)amino)ethyl)piperazin-1-yl)hexyl)azanediyl)bis(dodecan-2-ol)